tricyclo[4.4.0.03,8]decane-1-amine C12(CC3CCC2CC3CC1)N